NC1=C(C=CC=C1)NS(=O)(=O)C1=C(C=CC=C1)Cl N-(2-aminophenyl)-2-chlorobenzenesulfonamide